O=C1C=C2C(=NN1)C1CCC(C2)N1C(=O)OC(C)(C)C tert-butyl (±)-3-oxo-3,5,6,7,8,9-hexahydro-2H-6,9-epiminocyclohepta[c]pyridazine-10-carboxylate